6-Bromo-8-fluoro-3,4-dihydro-2H-benzo[1,4]oxazine BrC=1C=C(C2=C(NCCO2)C1)F